tert-butyl (4-chloro-2-(hydroxy(phenyl-d5)methyl)phenyl)carbamate ClC1=CC(=C(C=C1)NC(OC(C)(C)C)=O)C(C1=C(C(=C(C(=C1[2H])[2H])[2H])[2H])[2H])O